FC(OC1=C(C=C(C=C1)OC=1C=NN(C1)C1CNCC1O)C1=NN(C=C1NC(=O)C=1C=NN2C1N=CC=C2)C)F N-[3-[2-(difluoromethoxy)-5-[1-(4-hydroxypyrrolidin-3-yl)pyrazol-4-yl]oxy-phenyl]-1-methyl-pyrazol-4-yl]pyrazolo[1,5-a]pyrimidine-3-carboxamide